C(C)(C)C1=C(C(=CC=C1)C(C)C)Cl 1,3-diisopropylchlorobenzene